N(=NC1=CC=CC=2C(C3=CC=CC=C3C(C12)=O)=O)C1=CC=CC=2C(C3=CC=CC=C3C(C12)=O)=O azoanthraquinone